FC1=C(C=C(C(=C1)C)C1=CC(=NC(=C1)N1CCOCC1)C=1C=NN(C1)C)NC(=O)N1CC(=CC1)C(C(F)(F)F)(F)F N-{2-fluoro-4-methyl-5-[2-(1-methylpyrazol-4-yl)-6-(morpholin-4-yl)pyridin-4-yl]phenyl}-3-(1,1,2,2,2-pentafluoroethyl)-2,5-dihydropyrrole-1-carboxamide